6-((1-(difluoromethyl)-1H-pyrazol-4-yl)sulfonyl)-2-((5-methyl-1H-pyrazol-3-yl)methyl)phthalazin-1(2H)-one FC(N1N=CC(=C1)S(=O)(=O)C=1C=C2C=NN(C(C2=CC1)=O)CC1=NNC(=C1)C)F